C(=O)N Methanamid